2-(((1r,4r)-4-(((3-chloro-5-fluorophenyl)(phenyl)carbamoyloxy)methyl)cyclohexyl)methoxy)acetic acid ClC=1C=C(C=C(C1)F)N(C(=O)OCC1CCC(CC1)COCC(=O)O)C1=CC=CC=C1